(S)-1-cyano-N-(5-(3-methoxyphenyl)isoxazol-3-yl)-N-methylpyrrolidine-2-carboxamide C(#N)N1[C@@H](CCC1)C(=O)N(C)C1=NOC(=C1)C1=CC(=CC=C1)OC